FC1=CC=C(C=C1)[C@H]1[C@@H](C1)B(O)O TRANS-2-(4-FLUOROPHENYL)CYCLOPROPANEBORONIC ACID